3-(2-Acetaminoethoxy)-4-((2S,4S)-4-ethoxy-1-((5-methoxy-7-methyl-1H-indol-4-yl)methyl)piperidin-2-yl)benzoic acid N(C(=O)C)CCOC=1C=C(C(=O)O)C=CC1[C@H]1N(CC[C@@H](C1)OCC)CC1=C2C=CNC2=C(C=C1OC)C